N-(4,4-difluoro-1-methylpiperidin-3-yl)-2-methyl-5-((4-methylthiazol-5-yl)methoxy)benzofuran FC1(C(CN(CC1)C)N1CSC(=C1C)COC=1C=CC2=C(C=C(O2)C)C1)F